5-(2-((2-aminoethyl)amino)-2-oxoacetyl)-N-(4-fluoro-3-methylphenyl)-1,2,4-trimethyl-1H-pyrrole-3-carboxamide NCCNC(C(=O)C1=C(C(=C(N1C)C)C(=O)NC1=CC(=C(C=C1)F)C)C)=O